N6-((2-nitrophenyl)sulfonyl)-D-lysinate [N+](=O)([O-])C1=C(C=CC=C1)S(=O)(=O)NCCCC[C@@H](N)C(=O)[O-]